5-((4'-(methylsulfonyl)-[1,1'-biphenyl]-3-yl)oxy)-1H-1,2,3-triazole-4-carboxylic acid CS(=O)(=O)C1=CC=C(C=C1)C1=CC(=CC=C1)OC1=C(N=NN1)C(=O)O